C(#N)C1=CC=C2C(=C(C(=NC2=C1)C1CC1)C(=O)NCC1=CC=C(C=C1)F)C 7-cyano-2-cyclopropyl-N-[(4-fluorophenyl)-methyl]-4-methyl-quinoline-3-carboxylic acid amide